FC1(C(C1)C1CN(CCN1)C=1N=NC(=CN1)C1=C(C=C(C=C1)C=1C=NNC1)O)F 2-{3-[3-(2,2-difluorocyclopropyl)piperazin-1-yl]-1,2,4-triazin-6-yl}-5-(1H-pyrazol-4-yl)phenol